2-[5-[1-(2-fluoro-6-methyl-phenyl)-piperidin-4-yl]-6-oxo-7-(2-trifluoromethyl-benzyl)-4,5,6,7-tetrahydro-pyrazolo[3,4-d]pyrimidin-2-yl]-2-methyl-propionic acid methyl ester COC(C(C)(C)N1N=C2N(C(N(CC2=C1)C1CCN(CC1)C1=C(C=CC=C1C)F)=O)CC1=C(C=CC=C1)C(F)(F)F)=O